C(C)OCC(COC(C)COC(C)COC(C)COC(C)CO)O ethoxypentapropylene glycol